Heptacosanoic acid C(CCCCCCCCCCCCCCCCCCCCCCCCCC)(=O)O